FC(C(=O)O)(F)F.FC1=C(C=CC(=C1)F)S(=O)(=O)NC=1C(=NC=C(C1)C=1C=C2C(=NC=NC2=C(C1)C(F)(F)F)N1CCNCC1)OC 2,4-difluoro-N-(2-methoxy-5-(4-(piperazin-1-yl)-8-(trifluoromethyl)quinazolin-6-yl)pyridine-3-yl)benzenesulfonamide trifluoroacetate